CC1(OCCN2C=3N=C(N=C(C3C=C12)N1CCOCC1)C=1C=NC(=NC1)N)C 5-(8,8-Dimethyl-1-morpholin-4-yl-5,6-dihydro-8H-7-oxa-2,4,4b-triaza-fluoren-3-yl)-pyrimidin-2-ylamine